NC(CC[C@@H](C1=CC=CC=C1)NC(=O)N1CC2=C(C=CC(=C2CC1)C1=CC=C(C=C1)C(F)(F)F)C1CC1)=O (S)-N-(4-Amino-4-oxo-1-phenylbutyl)-8-cyclopropyl-5-(4-(trifluoromethyl)phenyl)-3,4-dihydroisoquinoline-2(1H)-carboxamide